butyl-3-[3-(5-chloro-3-fluoropyridin-2-yl)pyrrolidine-1-carbonyl]-5-(2,6-dimethoxyphenyl)-4-hydroxy-1,2-dihydropyridin-2-one C(CCC)N1C(C(=C(C(=C1)C1=C(C=CC=C1OC)OC)O)C(=O)N1CC(CC1)C1=NC=C(C=C1F)Cl)=O